P(=O)(OCC1=C(C=C(C=C1)N)C#CCN)(OC(C)(C)C)OC(C)(C)C 4-amino-2-(3-aminoprop-1-yn-1-yl)benzyl di-tert-butyl phosphate